(S)-N-phenyl-5-(pyrrolidin-3-ylamino)quinoline-8-carboxamide hydrochloride Cl.C1(=CC=CC=C1)NC(=O)C=1C=CC(=C2C=CC=NC12)N[C@@H]1CNCC1